triethylamine HBr salt Br.C(C)N(CC)CC